FC=1C=C(C=CC1)C=1N=C2N(C(C1C)=O)C=C(C=C2C(C)O)C 2-(3-fluorophenyl)-9-(1-hydroxyethyl)-3,7-dimethyl-4H-pyrido[1,2-a]pyrimidin-4-one